C(C1=CC=CC=C1)OC(=O)NC1CC=2C=C(C(=CC2CC1)N1CC2CCC(C1)N2C(=O)OC(C)(C)C)F tert-butyl 3-(6-(((benzyloxy) carbonyl) amino)-3-fluoro-5,6,7,8-tetrahydronaphthalen-2-yl)-3,8-diazabicyclo[3.2.1]octane-8-carboxylate